CC(C)(C(CC(C(C)(C)C)=O)=O)C.[Li] lithium (2,2,6,6-tetramethyl-3,5-heptanedione)